7-bromo-2-methyl-3-{[2-(trimethylsilyl)ethoxy]methyl}-3,5-dihydro-4H-imidazo[4,5-c]pyridin-4-one BrC=1C2=C(C(NC1)=O)N(C(=N2)C)COCC[Si](C)(C)C